5-(5-((1-(difluoromethyl)cyclopropyl)ethynyl)-3,4-dihydro-1,7-naphthyridin-1(2H)-yl)-6,7-difluoro-[1,2,4]triazolo[4,3-a]quinazoline FC(C1(CC1)C#CC1=C2CCCN(C2=CN=C1)C1=NC=2N(C3=CC=C(C(=C13)F)F)C=NN2)F